OC1=NC=CC(=N1)C(=O)[O-] 2-hydroxypyrimidine-4-carboxylate